ClC1=CC2=C(C=N1)N=CN2 6-chloro-1H-imidazo[4,5-c]pyridine